7-((1S,3S)-3-(1-isopropyl-3-(trifluoromethyl)-1H-pyrazol-5-yl)cyclohexyl)-2-thia-7-azaspiro[3.5]nonane 2,2-dioxide C(C)(C)N1N=C(C=C1[C@@H]1C[C@H](CCC1)N1CCC2(CS(C2)(=O)=O)CC1)C(F)(F)F